1-(4-chlorophenyl)-N-{4-[2-(3,4-dichlorophenoxy)acetamido]bicyclo[2.1.1]-hex-1-yl}5-methyl-1H-pyrazole-3-carboxamide ClC1=CC=C(C=C1)N1N=C(C=C1C)C(=O)NC12CCC(C1)(C2)NC(COC2=CC(=C(C=C2)Cl)Cl)=O